FC=1C=C(C=C(C(=O)OC)C1)C(=O)OC dimethyl 5-fluoroisophthalate